CC1(CCN(C2=CC=CC=C12)C(=O)OC(C)(C)C)NCC=1C(=NC(=NC1)SC)NC tert-butyl 4-methyl-4-[[4-(methylamino)-2-methylsulfanyl-pyrimidin-5-yl] methylamino]-2,3-dihydroquinoline-1-carboxylate